1,3-dihydroxyl-2-amino-4-octadecene OCC(C(C=CCCCCCCCCCCCCC)O)N